(-)-2-(4-chlorobenzoyl)-3-fluoro-5-(2-hydroxybut-2-yl)benzoic acid ClC1=CC=C(C(=O)C2=C(C(=O)O)C=C(C=C2F)C(C)(CC)O)C=C1